zinc gallium antimony oxide [Sb]=O.[Ga].[Zn]